O=C1NC(CCC1N1C(C2=CC=CC(=C2C1=O)OCC(=O)N)=O)=O 2-((2-(2,6-dioxopiperidin-3-yl)-1,3-dioxoisoindolin-4-yl)oxy)acetamide